C(ON1C(CCC1=O)=O)(OCC1=CC=CC=C1)=O (2,5-dioxopyrrolidin-1-yl) benzyl carbonate